5-(5-methoxypyridin-3-yl)-3-methyl-N-(3-(methylamino)-3-oxopropyl)-N-(2-(4-methylpiperazin-1-yl)ethyl)benzo[b]thiophene-2-carboxamide COC=1C=C(C=NC1)C1=CC2=C(SC(=C2C)C(=O)N(CCN2CCN(CC2)C)CCC(=O)NC)C=C1